C1(CCCC1)C1=NC=C2N1CCNC2 3-cyclopentyl-5,6,7,8-tetrahydroimidazo[1,5-a]pyrazine